CN(CCC1(NC(=C(C=C1[N+](=O)[O-])N)OCC(F)(F)F)NC)C 2-(2-(dimethylamino)ethyl)-N2-methyl-3-nitro-6-(2,2,2-Trifluoroethoxy)pyridine-2,5-diamine